(3R)-3-(5-(8-(((1s,3s)-adamantan-1-yl)amino)octyl)-2-methyl-4-oxoquinazolin-3(4H)-yl)piperidine-2,6-dione C12(CC3CC(CC(C1)C3)C2)NCCCCCCCCC2=C3C(N(C(=NC3=CC=C2)C)[C@H]2C(NC(CC2)=O)=O)=O